[N-[4-amino-5-[4-(difluoromethoxy)benzoyl]thiazol-2-yl]-4-(trifluoromethyl)anilino]propanamide NC=1N=C(SC1C(C1=CC=C(C=C1)OC(F)F)=O)N(C1=CC=C(C=C1)C(F)(F)F)C(C(=O)N)C